3-(methacryloyloxy)propyl-methyl-diethoxysilane C(C(=C)C)(=O)OCCC[Si](OCC)(OCC)C